5-fluoro-1',5'-dimethylspiro[isoindoline-1,3'-pyrrolidine]-2',3-dione FC=1C=C2C(NC3(C(N(C(C3)C)C)=O)C2=CC1)=O